BrC1CCC=2C=C(C=3C=C(N=NC3C21)Cl)S(=O)(=O)NCC(C)(C)F 9-bromo-3-chloro-N-(2-fluoro-2-methyl-propyl)-8,9-dihydro-7H-cyclopenta[h]cinnoline-5-sulfonamide